adenosine triphosphate disodium salt [Na+].[Na+].P([O-])(=O)(OP(=O)([O-])OP(=O)(O)O)OC[C@@H]1[C@H]([C@H]([C@@H](O1)N1C=NC=2C(N)=NC=NC12)O)O